ClC=1C(=C(C=CC1F)[C@@H](NC(=O)N1[C@@H](C(NCC1)=O)C)C1=NC(=C(C=C1)F)C(F)(F)F)F |o1:8| (2R)-N-((R or S)-(3-chloro-2,4-difluoro-phenyl)(5-fluoro-6-(trifluoromethyl)pyridin-2-yl)methyl)-2-methyl-3-oxopiperazine-1-carboxamide